N-(2-cyanophenyl)-4-hydroxy-2-(quinolin-2-yloxy)butanamide C(#N)C1=C(C=CC=C1)NC(C(CCO)OC1=NC2=CC=CC=C2C=C1)=O